5-{[cis-2-aminocyclohexyl]amino}-N-{3-carbamoyl-1-[1-(methylsulfonyl)piperidin-3-yl]-1H-pyrazol-4-yl}pyrazolo[1,5-a]pyrimidine-3-carboxamide trifluoroacetate FC(C(=O)O)(F)F.N[C@@H]1[C@@H](CCCC1)NC1=NC=2N(C=C1)N=CC2C(=O)NC=2C(=NN(C2)C2CN(CCC2)S(=O)(=O)C)C(N)=O